C(C)(C)(C)OC(NCCCNC1CCC(CC1)NC1=CC(=NC2=CC=CC=C12)C1=CC=C(C=C1)OC)=O (3-((4-((2-(4-methoxyphenyl)quinolin-4-yl)amino)cyclohexyl)amino)propyl)carbamic acid tert-butyl ester